ClC1=NC=C(C(=C1)OC1CC(C1)O)C=1C=NN(C1)C (1s,3s)-3-((2-chloro-5-(1-methyl-1H-pyrazol-4-yl)pyridin-4-yl)oxy)cyclobutan-1-ol